BrC=1N=C(C(=NC1)N(N)C(C(F)(F)F)=O)Cl (5-bromo-3-chloropyrazin-2-yl)-2,2,2-trifluoroacetohydrazide